triisobutyl orthopropionate C(CC)(OCC(C)C)(OCC(C)C)OCC(C)C